N[C@@](C(=O)OC(C)(C)C)(C)C1=C(C=C(C=C1)C1=CC=CC=C1)[N+](=O)[O-] tert-Butyl (S)-2-amino-2-(3-nitro-[1,1'-biphenyl]-4-yl)propanoate